ClC=1C(=CC(=NC1)NC(=O)C1=CN=C(S1)/C(/C)=N/CC1=CC=C(C=C1)OC)C(F)(F)F (E)-N-(5-chloro-4-(trifluoromethyl)pyridin-2-yl)-2-(1-((4-methoxybenzyl)imino)ethyl)-1,3-thiazole-5-carboxamide